C(C)(C)(C)OC(=O)N1CC2=CC=C(C=C2CC1)C1=NC(=C(C2=C1C=CS2)Br)OC 6-(7-bromo-6-methoxy-thieno[3,2-c]pyridin-4-yl)-3,4-dihydro-1H-isoquinoline-2-carboxylic acid tert-butyl ester